ClC1=CC=C(C=C1)[C@H]1N2C(COC1)=NN=C2C=2C=C1C(=NNC1=CC2)C (R)-5-(4-chlorophenyl)-3-(3-methyl-1H-indazol-5-yl)-5,6-dihydro-8H-[1,2,4]triazolo[3,4-c][1,4]oxazine